N-methyl-N-decylphenylammonium C[NH+](CCCCCCCCCC)C1=CC=CC=C1